2-(1-[3-(azetidin-1-yl)-7-methylquinoxalin-5-yl]ethylamino)-benzoic acid N1(CCC1)C=1C=NC2=CC(=CC(=C2N1)C(C)NC1=C(C(=O)O)C=CC=C1)C